N-(3-chloro-4-(trifluoromethoxy)phenyl)-3-oxo-3,5,6,7,8,9-hexahydro-2H-6,9-methanocyclohepta[c]pyridine-10-carboxamide ClC=1C=C(C=CC1OC(F)(F)F)NC(=O)C1C2CC=3C(=CNC(C3)=O)C1CC2